N1=C(C=CC=C1)CON=C1CCC12C1C34CCN(C(C3(CC2)O)CC2=CC=C(C(=C24)O1)O)CC1CC1 3'-(cyclopropylmethyl)-4a',9'-dihydroxy-2',3',4',4a',5',6'-hexahydro-1'H,7a'H-spiro[cyclobutane-1,7'-[4,12]methanobenzofuro[3,2-e]isoquinolin]-2-one O-pyridin-2-ylmethyl oxime